NC=1C=C(C2=C(NC(N2C)=O)C1)OCCO[C@@H]1CN(C[C@@H](C1)C)C(=O)OC(C)(C)C tert-Butyl (3S,5R)-3-(2-((6-amino-3-methyl-2-oxo-2,3-dihydro-1H-benzo[d]imidazol-4-yl)oxy)ethoxy)-5-methylpiperidine-1-carboxylate